C(C)N(C(C1=C(C=CC(=C1)F)OC=1C(=NC=NC1)N1CC2(C1)CCN(CC2)CC2(CCC(CC2)NS(=O)(=O)CC)F)=O)C(C)C N-ethyl-2-((4-(7-(((1r,4r)-4-(ethylsulfonamido)-1-fluorocyclohexyl)methyl)-2,7-diazaspiro[3.5]nonan-2-yl)pyrimidin-5-yl)oxy)-5-fluoro-N-isopropylbenzamide